CC1=C(SC(=N1)[N+]2=NC(=NN2C3=CC=CC=C3)C4=CC=CC=C4)C.[Br-] 3-(4,5-Dimethyl-2-thiazolyl)-2,5-diphenyltetrazolium bromide